1-(2-(2-methyl-5-nitro-1H-imidazol-1-yl)propyl)piperazine CC=1N(C(=CN1)[N+](=O)[O-])C(CN1CCNCC1)C